C(C)(C)(C)OC(=O)N1[C@@H](CCC(=C1)Br)CO (S)-5-bromo-2-(hydroxymethyl)-3,4-dihydropyridine-1(2H)-carboxylic acid tert-butyl ester